OC1=CC=C(C=2OC3=C(C(=C(C=C3C(C12)=O)CC=C(C)C)O)OC)O 1,4,6-trihydroxy-5-methoxy-7-prenylxanthone